C(C)OC(=O)C1=CC2=C(N=C(S2)N)C=C1 2-aminobenzo[d]thiazole-6-carboxylic acid ethyl ester